[O-2].[Al+3].[Co+2].[Ni+2] Nickel-Cobalt-Aluminium-Oxid